2-benzyl-1,4,7-triazonane C(C1=CC=CC=C1)C1NCCNCCNC1